FC1=CC=C(C=N1)COC1=CC=C2C=C(NC2=C1)CNC(=O)C1(CC1)C N-((6-((6-fluoropyridin-3-yl)methoxy)-1H-indol-2-yl)methyl)-1-methylcyclopropane-1-carboxamide